C1(=CC=C(C=C1)N(C1=CC=C(C=C1)C1=CC(=C(C=C1)C1=CC=CC=C1)C1=CC=CC=C1)C1=CC=C(C=C1)C1=CC2=CC=CC=C2C=C1)C1=CC=CC=C1 Biphenyl-4-yl-{4-(naphthalene-2-yl)-phenyl}-(2'-phenyl-[1,1':4',1'']terphenyl-4''-yl)-amine